N1N=NC2=NC(=CC=C21)C=2C=CC(=C(C(=O)NC1=CC=C(C=C1)N1CCC(CC1)OC1=CC=CC=C1)C2)F 5-(1H-[1,2,3]Triazolo[4,5-b]pyridin-5-yl)-2-fluoro-N-(4-(4-phenoxypiperidin-1-yl)phenyl)benzamide